N-(4-((4-(5-methyl-1,3,4-oxadiazol-2-yl)-4-phenethyl-piperidin-1-yl)methyl)phenyl)acetamide CC1=NN=C(O1)C1(CCN(CC1)CC1=CC=C(C=C1)NC(C)=O)CCC1=CC=CC=C1